C(C1=CC(C(=O)O)=CC=C1)(=O)O.CC(C(O)O)(C)C 2,2-dimethylpropanediol isophthalate